ClC=1C=C(C(=O)N2CC=3C(=NN4C3C(N(C[C@H]4C)C(C(=O)NC)C4=CC=C(C=C4)OC(F)F)=O)C[C@H]2C)C=CC1Cl 2-((3r,7r)-2-(3,4-dichlorobenzoyl)-3,7-dimethyl-10-oxo-1,2,3,4,7,8-hexahydropyrido[4',3':3,4]pyrazolo[1,5-a]pyrazin-9(10H)-yl)-2-(4-(difluoromethoxy)phenyl)-N-methylacetamide